[Rh](Cl)Cl.C(CCCC)=N Pentaanimine rhodium dichloride